C1(CC1)[C@H]([C@@H](C(=O)O)C)C1=CC=C2CC[C@@H](OC2=C1)C1CN(C1)CC1=C(C=CC(=C1)C#C)OC(F)(F)F (2S,3R)-3-cyclopropyl-3-((R)-2-(1-(5-ethynyl-2-(trifluoromethoxy)benzyl)azetidin-3-yl)chroman-7-yl)-2-methylpropanoic acid